[N+](=O)([O-])[N-]CC1=CC=CC=C1 N-nitrobenzylamide